(S)-methyl 4-(2-(2-(6-(3-(1-(3-((4-methyl-5-(pyrimidin-4-yl)-4H-1,2,4-triazol-3-yl)methylamino)benzamido)ethyl)phenoxy)hexyloxy)ethoxy)ethoxy)butanoate CN1C(=NN=C1C1=NC=NC=C1)CNC=1C=C(C(=O)N[C@@H](C)C=2C=C(OCCCCCCOCCOCCOCCCC(=O)OC)C=CC2)C=CC1